benzyl (R)-3-(((2-methoxy-4-(methoxycarbonyl)-6-nitrophenyl)amino)methyl)pyrrolidine-1-carboxylate COC1=C(C(=CC(=C1)C(=O)OC)[N+](=O)[O-])NC[C@@H]1CN(CC1)C(=O)OCC1=CC=CC=C1